C(CC)P(O)(=O)C n-propyl-methyl-phosphinic acid